NC=1C=C(C=NC1)C1N(CCOCC1)C(=O)OC(C)(C)C tert-butyl 5-(5-aminopyridin-3-yl)-1,4-oxazepane-4-carboxylate